N1(CCCCC1)C1CCN(CC1)C([C@@H](CC1=CC2=C(NC(O2)=O)C(=C1)Br)NC(=O)N1CCC(CC1)N1C(NC2=CC=CC=C2C1)=O)=O (R)-4-(2-Oxo-1,4-dihydro-2H-quinazolin-3-yl)-piperidine-1-carboxylic acid [2-[1,4']bipiperidinyl-1'-yl-1-(4-bromo-2-oxo-2,3-dihydro-benzooxazol-6-ylmethyl)-2-oxo-ethyl]-amide